ClC=1C=C(C=C(C1)Cl)C1=NOC(C1)(C(=O)N[C@@H]1C[C@@H](OC1)C(=O)OC)OC |o1:16,18| methyl rel-(2R,4R)-4-[[3-(3,5-dichlorophenyl)-5-methoxy-4H-isoxazole-5-carbonyl]amino]tetrahydrofuran-2-carboxylate